C(C)(C)(C)OC(N[C@H](C(=O)NCCOCCN1C(=NC=2C(=NC=3C=CC=CC3C21)N)CCCC)CCCNC(=N)N)=O (S)-1-(2-(2-(4-amino-2-butyl-1H-imidazo[4,5-c]quinolin-1-yl)ethoxy)ethylamino)-5-guanidino-1-oxopentan-2-ylcarbamic acid tert-butyl ester